FC1(CCCCC2=C1N=C(N=C2O)SC)F 9,9-difluoro-2-(methylthio)-6,7,8,9-tetrahydro-5H-cyclohepta[d]Pyrimidin-4-ol